C(C1=CC(=C(N)C(=C1)C(C)(C)C)C(C)(C)C)C1=CC(=C(N)C(=C1)C(C)(C)C)C(C)(C)C 4,4'-methylenbis(2,6-ditert-butylaniline)